FC1=C(C=C(C=C1)F)N1N=NC(=C1)[C@H](CC)N1C=C(C2=C1N=CN=C2N)C=2C=NC(=NC2)C(F)(F)F 7-{(1S)-1-[1-(2,5-difluorophenyl)-1H-1,2,3-triazol-4-yl]propyl}-5-[2-(trifluoromethyl)pyrimidin-5-yl]-7H-pyrrolo[2,3-d]pyrimidin-4-amine